4-fluoro-N-[(1s,4s)-4-{[6-cyano-2-(trifluoromethyl)quinolin-4-yl]amino}cyclohexyl]benzamide benzyl-((1r,4r)-4-(1,3,4-oxadiazol-2-yl)cyclohexyl)carbamate C(C1=CC=CC=C1)N(C(O)=O)C1CCC(CC1)C=1OC=NN1.FC1=CC=C(C(=O)NC2CCC(CC2)NC2=CC(=NC3=CC=C(C=C23)C#N)C(F)(F)F)C=C1